5-(5-Isopropyl-1,2,4-oxadiazol-3-yl)-2,3-dihydrospiro[inden-1,4'-oxazolidin]-2'-on C(C)(C)C1=NC(=NO1)C=1C=C2CCC3(NC(OC3)=O)C2=CC1